4-((S)-10-acryloyl-2-fluoro-4-methyl-14-oxo-8,8a,9,10,11,12-hexahydro-7H,14H-pyrazino[1',2':5,6][1,5]diazocino[3,2,1-hi]indazol-3-yl)-2-amino-7-fluorobenzo[b]thiophene-3-carbonitrile C(C=C)(=O)N1C[C@H]2N(C(C=3C=C(C(=C4C(=NN(C34)CC2)C)C2=CC=C(C=3SC(=C(C32)C#N)N)F)F)=O)CC1